5-(4-methylnaphthalen-1-yl)-2-azabicyclo[2.1.1]hexane CC1=CC=C(C2=CC=CC=C12)C1C2CNC1C2